CC1=C(C=CC(=C1)C)C1=CC=C(S1)C(C)NC1=NC(=NC2=CC(=C(C=C12)OC)OC)C N-{1-[5-(2,4-dimethylphenyl)thiophen-2-yl]ethyl}-6,7-dimethoxy-2-methylquinazolin-4-amine